2-(4-(4-((2-(2,6-dioxopiperidin-3-yl)-6-fluoro-1-oxoisoindolin-5-yl)methyl)piperazine-1-yl)phenyl)-2H-indazole-7-carboxamide O=C1NC(CCC1N1C(C2=CC(=C(C=C2C1)CN1CCN(CC1)C1=CC=C(C=C1)N1N=C2C(=CC=CC2=C1)C(=O)N)F)=O)=O